NC1=NC=CC(=C1C#CCO)OC1=C(C=C(C=C1F)NC(=O)C=1C=NN(C1C(F)(F)F)C1=NC=CC=C1F)F N-(4-((2-amino-3-(3-hydroxyprop-1-yn-1-yl)pyridin-4-yl)oxy)-3,5-difluorophenyl)-1-(3-fluoropyridin-2-yl)-5-(trifluoromethyl)-1H-pyrazole-4-carboxamide